CN1N=C2N=CC(=CC2=C1)C1=CC=C2C(=N1)SC(=C2)C(O)C2COC2 (6-(2-methyl-2H-pyrazolo[3,4-b]pyridin-5-yl)thieno[2,3-b]pyridin-2-yl)(3-oxetanyl)methanol